2-chloro-6-methylergoline-8β-acetonitrile ClC1=C2C[C@H]3N(C[C@@H](C[C@@H]3C=3C=CC=C(N1)C32)CC#N)C